2-(4-methoxyphenyl)-acryloyl-8-quinolinamine COC1=CC=C(C=C1)C(C(=O)C1=NC2=C(C=CC=C2C=C1)N)=C